(7aR,11aS)-10-(3-(2-methoxyphenyl)propyl)-5,6,7a,8,9,10,11,11a-octahydro-4H-pyrido[3',4':4,5]pyrrolo[3,2,1-ij]quinoline COC1=C(C=CC=C1)CCCN1C[C@H]2[C@H](N3CCCC4=CC=CC2=C34)CC1